C(C)(=O)N[C@H]1C(O)O[C@@H]([C@H]([C@@H]1O)NC(C)=O)C 2,4-diacetamido-2,4,6-trideoxyglucopyranose